C(#N)/C(/C(=O)NCC1=C(C=CC=C1)N(C)C)=C\C1=CNC2=NC=CC=C21 (E)-2-cyano-N-(2-(dimethylamino)benzyl)-3-(1H-pyrrolo[2,3-b]pyridin-3-yl)acrylamide